4-(5-(4-(2-(2-hydroxy-2-methylpropanoyl)-2,7-diazaspiro[3.5]nonan-7-yl)-3-(methylsulfonyl)phenoxy)pyridin-3-yl)benzonitrile OC(C(=O)N1CC2(C1)CCN(CC2)C2=C(C=C(OC=1C=C(C=NC1)C1=CC=C(C#N)C=C1)C=C2)S(=O)(=O)C)(C)C